3-bromo-1-(3-chloropyridin-2-yl)-N-(2-bromo-4-chloro-6-(isopropylaminoformyl)phenyl)-N-methyl-1H-pyrazole-5-carboxamide BrC1=NN(C(=C1)C(=O)N(C)C1=C(C=C(C=C1C(=O)NC(C)C)Cl)Br)C1=NC=CC=C1Cl